(R)-N-(1-(1-methylpiperidin-4-yl)ethyl)-5-(4-(trifluoromethyl)phenoxy)-2-naphthamide CN1CCC(CC1)[C@@H](C)NC(=O)C1=CC2=CC=CC(=C2C=C1)OC1=CC=C(C=C1)C(F)(F)F